[C@H]12COC[C@@H]2C1NC(=O)C=1C=C(C2=C(C(CO2)C2=CC=C(C=C2)F)C1)C(=O)NC (+/-)-N5-((1R,5S,6r)-3-oxabicyclo[3.1.0]hexan-6-yl)-3-(4-fluorophenyl)-N7-methyl-2,3-dihydrobenzofuran-5,7-dicarboxamide